N-(2-(4,4-Difluoropiperidin-1-yl)-6-methylpyrimidin-4-yl)-5-((1-hydroxy-2-methylpropan-2-yl)amino)-3-(6-azaspiro[2.5]octan-6-yl)picolinamid FC1(CCN(CC1)C1=NC(=CC(=N1)NC(C1=NC=C(C=C1N1CCC2(CC2)CC1)NC(CO)(C)C)=O)C)F